1-(4-(4-(2,4-dichlorophenyl)-1H-pyrrole-2-carbonyl)piperazin-1-yl)prop-2-en-1-one ClC1=C(C=CC(=C1)Cl)C=1C=C(NC1)C(=O)N1CCN(CC1)C(C=C)=O